tert-butyl (2-(mercaptomethyl)phenyl)carbamate SCC1=C(C=CC=C1)NC(OC(C)(C)C)=O